pentyl (7-(2-((1S,2R,3S,4R)-4-(4-amino-7H-pyrrolo[2,3-d]pyrimidin-7-yl)-2,3-dihydroxy-1-methylcyclopentyl)ethyl)-3-chloroquinolin-2-yl)carbamate NC=1C2=C(N=CN1)N(C=C2)[C@H]2[C@@H]([C@@H]([C@@](C2)(C)CCC2=CC=C1C=C(C(=NC1=C2)NC(OCCCCC)=O)Cl)O)O